ClC1=C(C=CC=C1NC(=O)C1=C(N=C2N(C1=O)CCCC2)O)SC2=CN=CC(=N2)C(=O)O 6-(2-Chloro-3-(2-hydroxy-4-oxo-6,7,8,9-tetrahydro-4H-pyrido[1,2-a]pyrimidine-3-carboxamido)phenylthio)pyrazine-2-carboxylic acid